1-(4-fluoro-3-methylbenzyl)-N3-methyl-N5-((1S,2S)-2-methylcyclopropyl)-2-oxo-1,2-dihydropyridine-3,5-dicarboxamide FC1=C(C=C(CN2C(C(=CC(=C2)C(=O)N[C@@H]2[C@H](C2)C)C(=O)NC)=O)C=C1)C